FC1=CC=C(C=C1)[C@@H]1N(CCC2=CC=CC=C12)C(=O)OC12CC(C1)(C2)N(C)C(=O)OCC2=CC=CC=C2 3-(((benzyloxy)carbonyl)(methyl)amino)bicyclo[1.1.1]pentan-1-yl (S)-1-(4-fluorophenyl)-3,4-dihydroisoquinoline-2(1H)-carboxylate